NC1(CN(CCC1)C1=C(C=C(C=C1)C1=CC(=C(C=C1)OCCOC)F)CN1C=NC=2C(=NC=C(C21)OC)N)C(=O)N(C)C 3-amino-1-(3-((4-amino-7-methoxy-1H-imidazo[4,5-c]pyridin-1-yl)methyl)-3'-fluoro-4'-(2-methoxyethoxy)-[1,1'-biphenyl]-4-yl)-N,N-dimethylpiperidine-3-carboxamide